1-azaspiro[5.5]undecane N1CCCCC12CCCCC2